CC1(CCN(CC1)C=O)C (4,4-dimethylpiperidin-1-yl)methanone